FC(S(=O)(=O)O)(F)F.[Rh] rhodium trifluoromethanesulfonic acid